4-Piperidin-1-yl-but-2-enoic acid [4-(3-chloro-4-fluoro-phenylamino)-7-ethoxy-quinazolin-6-yl]-amide ClC=1C=C(C=CC1F)NC1=NC=NC2=CC(=C(C=C12)NC(C=CCN1CCCCC1)=O)OCC